S1(C=CC2=C1C=CC=C2)=O benzothiopheneOn